The molecule is the L-alpha-amino acid anion that is the conjugate base of 4-hydroxy-L-proline, formed by proton loss from the carboxy group. It is the major microspecies present at pH > 10.6. It has a role as a human metabolite. It is a L-alpha-amino acid anion and a 4-hydroxyprolinate. It is a conjugate base of a 4-hydroxy-L-proline. C1[C@H](NCC1O)C(=O)[O-]